ClC=1C=C(C=C(C1)C1=NC=CC(=N1)C)[C@@H]1COCCN1C(C=C)=O (R)-1-(3-(3-chloro-5-(4-methylpyrimidin-2-yl)phenyl)morpholino)prop-2-en-1-one